5-chloroisoquinolin-4-amine ClC1=C2C(=CN=CC2=CC=C1)N